The molecule is an organoammonium salt resulting from the mixing of equimolar amounts of GGTI-2133 free base and trifluoroacetic acid. An inhibitor of geranylgeranyltransferase type I. It has a role as an EC 2.5.1.59 (protein geranylgeranyltransferase type I) inhibitor. It contains a trifluoroacetate and a GGTI-2133 free base(1+). CC(C)C[C@@H](C(=O)O)NC(=O)C1=C(C=C(C=C1)[NH2+]CC2=CN=CN2)C3=CC=CC4=CC=CC=C43.C(=O)(C(F)(F)F)[O-]